Cl.NCCCCCCCCCCCOC1=CC=C(C=C1)CO [4-(11-aminoundecyloxy)phenyl]methanol, hydrochloride